CC1=NC=C(C(=C1)C1=CC=2N(C=C1)N=C(C2)NC(=O)C2CC2)OC[C@]2(NCC2)C (S)-(R)-N-(5-(2-methyl-5-((2-methylazetidin-2-yl)methoxy)pyridin-4-yl)pyrazolo[1,5-a]pyridin-2-yl)cyclopropanecarboxamide